ClC=1C=C(C=CC1F)C=1C=C2C(=NC1)NC(N2CC(C=2SC=CC2)=O)=O 6-(3-chloro-4-fluoro-phenyl)-1-[2-oxo-2-(2-thienyl)ethyl]-3H-imidazo[4,5-b]pyridin-2-one